4-(2,5-dimethyl-1H-pyrrol-1-yl)-1-hydroxy-7-(1-methyl-1H-pyrrolo[2,3-b]pyridin-4-yl)-1,2-dihydro-3H-pyrrolo[3,4-c]pyridin-3-one CC=1N(C(=CC1)C)C1=NC=C(C2=C1C(NC2O)=O)C2=C1C(=NC=C2)N(C=C1)C